1-((1-chlorocyclopropyl)methyl)-4-(4,4,5,5-tetramethyl-1,3,2-dioxaborolan-2-yl)-1H-pyrazole ClC1(CC1)CN1N=CC(=C1)B1OC(C(O1)(C)C)(C)C